C1(CC1)N[C@H]1CNCC1 (R)-N-cyclopropyl-pyrrolidin-3-amine